COC1=C(C=C(C(=C1)CN1CCN(CC1)CC1CCNCC1)OC)C1=CN(C(C2=CN=CC=C12)=O)C 4-(2,5-dimethoxy-4-((4-(piperidin-4-ylmethyl)piperazin-1-yl)methyl)phenyl)-2-methyl-2,7-naphthyridin-1(2H)-one